tert-butyl (1S,5R)-3-(2-chloro-5-(methoxycarbonyl)-6-methylpyrimidin-4-yl)-1-methyl-3,8-diazabicyclo[3.2.1]octane-8-carboxylate ClC1=NC(=C(C(=N1)N1C[C@@]2(CC[C@H](C1)N2C(=O)OC(C)(C)C)C)C(=O)OC)C